C(=C)C(C(=O)O)CCCCCC.C(CCCCCCC)(=O)OC=C vinyl octanoate (VINYL CAPRYLATE)